N-(2-hydroxy-1,1-dimethylethyl)dodecyl-amine OCC(C)(C)NCCCCCCCCCCCC